(S)-tert-butyl (1-(dimethoxyphosphoryl)-2-oxohex-5-en-3-yl)carbamate COP(=O)(OC)CC([C@H](CC=C)NC(OC(C)(C)C)=O)=O